CC1N(CC1C(F)(F)F)C(=O)N methyl-3-(trifluoromethyl)azetidine-1-carboxamide